C(#N)C(NC(=O)[C@@H]1[C@H]2C([C@H]2CN1C([C@H](C(C)(C)C)NC(C(F)(F)F)=O)=O)(C)C)C1=CN=CC2=CC=CC=C12 (1R,2S,5S)-N-[cyano(4-isoquinolyl)methyl]-3-[(2S)-3,3-dimethyl-2-[(2,2,2-trifluoroacetyl)amino]butanoyl]-6,6-dimethyl-3-azabicyclo[3.1.0]hexane-2-carboxamide